1,8-bis-(4-dodecylanilino)-anthracene-9,10-dione C(CCCCCCCCCCC)C1=CC=C(NC2=CC=CC=3C(C4=CC=CC(=C4C(C23)=O)NC2=CC=C(C=C2)CCCCCCCCCCCC)=O)C=C1